4-[1-[1-[(tert-butyldimethylsilyl)oxy]-6-fluoro-2,3-dihydro-1H-inden-4-yl]ethyl]-1-(triphenylmethyl)imidazole [Si](C)(C)(C(C)(C)C)OC1CCC2=C(C=C(C=C12)F)C(C)C=1N=CN(C1)C(C1=CC=CC=C1)(C1=CC=CC=C1)C1=CC=CC=C1